Methyl 3-(2-(dimethylamino)ethoxy)benzo[b]thiophene-2-carboxylate CN(CCOC=1C2=C(SC1C(=O)OC)C=CC=C2)C